N-(3-methoxybenzyl)-2-(2-(2-(3-methoxyphenoxy)ethoxy)ethoxy)-N-(4-morpholinobenzyl)pyridin-4-amine COC=1C=C(CN(C2=CC(=NC=C2)OCCOCCOC2=CC(=CC=C2)OC)CC2=CC=C(C=C2)N2CCOCC2)C=CC1